FC=1C=C2C(C(NC2=CC1)=O)=NN=C1SCC(N1C1=C(C=CC=C1)Cl)=O 5-fluoro-3-(2-(3-(2-chlorophenyl)-4-oxothiazolidine-2-ylidene)hydrazono)-1H-indol-2-one